tert-Butyl (2-(benzyloxy)-4-bromo-6-methylphenyl)carbamate C(C1=CC=CC=C1)OC1=C(C(=CC(=C1)Br)C)NC(OC(C)(C)C)=O